(R)-2-(1-(3-chloro-4-fluorophenyl)-1H-pyrazol-4-yl)-N-(5-cyclopropyl-1H-pyrazol-3-yl)propanamide ClC=1C=C(C=CC1F)N1N=CC(=C1)[C@H](C(=O)NC1=NNC(=C1)C1CC1)C